IC=1N(C2=CC=CC(=C2C1)NC1CCN(CC1)C(C)=O)CC(F)(F)F 1-(4-((2-iodo-1-(2,2,2-trifluoroethyl)-1H-indol-4-yl)amino)piperidin-1-yl)ethan-1-one